ClC1=CC=C(C=N1)CN1C=CC=C2C1=NC(N(C2=O)CC(F)F)=O 8-((6-chloropyridin-3-yl)methyl)-3-(2,2-difluoroethyl)pyrido[2,3-d]pyrimidine-2,4(3H,8H)-dione